C(C)OC(=O)C=1N=NN(C1C(F)(F)F)CC1=CC=CC=C1 1-benzyl-5-(trifluoromethyl)triazole-4-carboxylic acid ethyl ester